C(C)(C)(C)OC(CCCCCCCCCCCCCCCCCCCO[C@H]1[C@@H]([C@H]([C@@H]([C@H](O1)C(=O)O)O)O)O)=O (2S,3S,4S,5R,6R)-6-((20-(tert-butoxy)-20-oxoicosyl)oxy)-3,4,5-trihydroxytetrahydro-2H-pyran-2-carboxylic acid